4-(1-(3,8-Diazabicyclo[3.2.1]octan-8-yl)-3-((S)-3-(dimethylamino)pyrrolidin-1-yl)-5-fluoro-7,9-dihydrofuro[3,4-f]quinazolin-6-yl)-2-amino-5-fluorobenzo[b]thiophene-3-carbonitrile C12CNCC(CC1)N2C2=NC(=NC=1C(=C(C3=C(C21)COC3)C3=C(C=CC=2SC(=C(C23)C#N)N)F)F)N2C[C@H](CC2)N(C)C